N1CCC(CC1)C=1C=CC=C2C(=CN=CC12)N1C(NC(CC1)=O)=O 1-(8-(Piperidin-4-yl)isoquinolin-4-yl)dihydropyrimidine-2,4(1H,3H)-dione